C1(CCCC1)N1C(N(C=2C=NC(=CC21)NC2=CC=C(C=C2)CC(=O)N)C)=O (4-((1-cyclopentyl-3-methyl-2-oxo-2,3-dihydro-1H-imidazo[4,5-c]pyridin-6-yl)amino)phenyl)acetamide